NCCCCC[Si](C1=CC=CC=C1)(CCCCCN)CCCCCN tris(5-aminopentyl)-phenylsilane